CC1C(C(C2=CCCCC2C1)(CO)C)(C)C octahydrotetramethyl-naphthalenemethanol